NC1C(N(C2=C(C(C1)(F)F)C=C(C(=C2)C=2OC(=NN2)C(C)(S(=O)(=O)C)C)F)CC2=CC=C(C=C2)N2N=CC(=C2)C(F)(F)F)=O 3-amino-5,5,7-trifluoro-8-[5-(1-methyl-1-methylsulfonyl-ethyl)-1,3,4-oxadiazol-2-yl]-1-[[4-[4-(trifluoromethyl)pyrazol-1-yl]phenyl]methyl]-3,4-dihydro-1-benzazepin-2-one